C1(CC1)CNC1=NC(=CC2=C1N=C(N=C2)N[C@@H]2COCC[C@@H]2NC(C=C)=O)C2=C(C(=CC(=C2F)OC([2H])([2H])[2H])OC([2H])([2H])[2H])F N-((3S,4S)-3-((8-((cyclopropylmethyl)amino)-6-(2,6-difluoro-3,5-bis(methoxy-d3)phenyl)pyrido[3,4-d]pyrimidin-2-yl)amino)tetrahydro-2H-pyran-4-yl)acrylamide